N[C@H]1CN(C[C@@H](C1)F)C(=O)C1=CC2=C(C(=C(O2)C2=CC=3C(=NC=CC3)N2CC2CC2)C)C(=C1)OC ((3R,5R)-3-amino-5-fluoropiperidin-1-yl)(2-(1-(cyclopropylmethyl)-1H-pyrrolo[2,3-b]pyridin-2-yl)-4-methoxy-3-methylbenzofuran-6-yl)methanone